FC1(OC2=C(O1)C=CC(=C2)NC(CN(C=2C1=C(N=C(N2)C2=NC=CC=C2)CCC1)C)=O)F N-(2,2-difluoro-2H-1,3-benzodioxol-5-yl)-2-{methyl[2-(pyridin-2-yl)-5H,6H,7H-cyclopenta[d]pyrimidin-4-yl]amino}acetamide